CN1C(=C(C(C=C1C)=O)O)C(NC(=S)C)C=1NC2=C(N1)C=CC(=C2)C#N 1,6-dimethyl-2-((5-cyano-2-benzimidazolyl)-thioacetaminomethyl)-3-hydroxy-4-pyridone